FC1=C(C(=CC=C1B1O[C@]2([C@@H]3C([C@H](C[C@H]2O1)C3)(C)C)C)OC)C3=CC=C1C(=CN=NC1=C3)N 7-{2-FLUORO-6-METHOXY-3-[(1S,2S,6R,8S)-2,9,9-TRIMETHYL-3,5-DIOXA-4-BORATRICYCLO[6.1.1.02,6]DECAN-4-YL]PHENYL}CINNOLIN-4-AMINE